(5-cyclopropyl-1,2,4-oxadiazol-3-yl)methanol molybdenum (IV) [Mo+4].C1(CC1)C1=NC(=NO1)CO